O(C1=CC=CC=C1)[Sn]OC1=CC=CC=C1 diphenoxytin